1,2-butanedione C(C(CC)=O)=O